NC1=CC(=C(C=C1C(F)(F)F)C1=NC=C(C2=C1C(=NO2)N)C=2C=NNC2)F 4-(4-amino-2-fluoro-5-(trifluoromethyl)phenyl)-7-(1H-pyrazol-4-yl)isoxazolo[4,5-c]pyridin-3-amine